1,3,9-trisaminododecane NCCC(CCCCCC(CCC)N)N